FC(C=1N=C(SC1C(=O)NC1=C2C(CC(C2=C(C=C1)OC)(C)C)C)C)F 4-difluoromethyl-2-methyl-N-(7-methoxy-1,1,3-trimethyl-4-indanyl)-5-thiazolecarboxamide